ClC1=CN=CC(=N1)C(C(=O)OC)(C)OC Methyl 2-(6-chloropyrazin-2-yl)-2-methoxypropanoate